BrC1=C(OCC=2N=COC2)C=C(C=C1)CO[Si](C)(C)C(C)(C)C 4-((2-Bromo-5-(((tert-butyldimethylsilyl)oxy)methyl)phenoxy)methyl)oxazole